The molecule is that one of the three tautomers of arsole that has the double bonds at positions 1 and 3. It is a tautomer of a 3H-arsole and a 1H-arsole. C1C=CC=[As]1